N-(3'-(5-((allylamino)methyl)-4-methoxymethyl-pyridineamido)-2-chloro-2'-methyl-[1,1'-biphenyl]-3-yl)-1,5-dimethyl-4,5,6,7-tetrahydro-1H-imidazo[4,5-c]pyridine-2-carboxamide C(C=C)NCC=1C(=CC(=NC1)C(=O)NC=1C(=C(C=CC1)C1=C(C(=CC=C1)NC(=O)C=1N(C2=C(CN(CC2)C)N1)C)Cl)C)COC